tris[2-(dimethyl-amino)ethyl]amine CN(CCN(CCN(C)C)CCN(C)C)C